tert-Butyl 4-(((3R,4S)-4-(5-(2,4-dioxotetrahydropyrimidin-1(2H)-yl)-3-methyl-1H-pyrrolo[2,3-b]pyridin-1-yl)-3-fluoropiperidin-1-yl)methyl)piperidine-1-carboxylate O=C1N(CCC(N1)=O)C=1C=C2C(=NC1)N(C=C2C)[C@@H]2[C@@H](CN(CC2)CC2CCN(CC2)C(=O)OC(C)(C)C)F